2-((2S,4S)-1-(but-2-ynoyl)-4-(7-(2,3-dimethylphenyl)-6-fluoro-8-methyl-4-(((S)-1-methylpyrrolidin-2-yl)methoxy)-1H-[1,2,3]triazolo[4,5-c]quinolin-1-yl)piperidin-2-yl)acetonitrile C(C#CC)(=O)N1[C@@H](C[C@H](CC1)N1N=NC=2C(=NC=3C(=C(C(=CC3C21)C)C2=C(C(=CC=C2)C)C)F)OC[C@H]2N(CCC2)C)CC#N